NC1=NC(=C2NC=NC2=N1)N D-2,6-diamino-purine